C(C(=C)C)(=O)O.C1C(C)O1 propylene ether methacrylate